4-(3,5-dihydroxyphenylmethylaminocarbonyl)-2,5-dihydroxybenzoic acid OC=1C=C(C=C(C1)O)CNC(=O)C1=CC(=C(C(=O)O)C=C1O)O